ethyl-4-chloro-N-(2,6-dichlorophenyl)-2-(methylthio)pyrimidine-5-carboxamide C(C)C1=C(C(=NC(=N1)SC)Cl)C(=O)NC1=C(C=CC=C1Cl)Cl